NC1=NC=CC=C1C1=NC=2C(=NC(=CC2)C2=CC=CC=C2)N1C1=CC=C(CN2C[C@@H](N([C@H](C2)C)C2=NC(=NC=C2)C#N)C)C=C1 4-((2S,6S)-4-(4-(2-(2-aminopyridin-3-yl)-5-phenyl-3H-imidazo[4,5-b]pyridin-3-yl)benzyl)-2,6-dimethylpiperazin-1-yl)pyrimidine-2-carbonitrile